tert-butyl (S)-2-cyclopropyl-3-(((R)-3-(3,3-difluorobutyl)-2-methyl-1,1-dioxido-5-phenyl-7-(trifluoromethyl)-2,3,4,5-tetrahydrobenzo[f][1,2,5]thiadiazepin-8-yl)oxy)propanoate C1(CC1)[C@H](C(=O)OC(C)(C)C)COC1=CC2=C(N(C[C@H](N(S2(=O)=O)C)CCC(C)(F)F)C2=CC=CC=C2)C=C1C(F)(F)F